2-ethylnitrotrimethylenedimorpholine ethyl-2-methyl-1,3-dioxolane-2-acetate C(C)OC(CC1(OCCO1)C)=O.C(C)C1CN(CCO1)CCCN1C(COCC1)[N+](=O)[O-]